C(=O)(OCC1C2=CC=CC=C2C2=CC=CC=C12)N[C@@H](CC[Se]C)C(=O)O fmoc-Selenomethionine